C(C=C)(=O)O.C(C=C)(=O)O.C(C=C)(=O)O.C(C=C)(=O)O.C(CCCC)S pentanethiol tetraacrylate